C=1(OOCC1)CCCCO Dioxacyclopent-5-enebutanol